C(C)(C)(C)N1N=NC(=C1)C(=O)NCC1=C(C=C(C=C1)C1=NC=NN2C1=CC=C2)C 1-(tert-butyl)-N-(2-methyl-4-(pyrrolo[2,1-f][1,2,4]triazin-4-yl)benzyl)-1H-1,2,3-triazole-4-carboxamide